methyl (R)-6-chloro-3-((1-(2-cyano-3-(1,1-difluoro-5-azaspiro[2.3]hexan-5-yl)-7-methylquinoxalin-5-yl)ethyl)amino)picolinate ClC1=CC=C(C(=N1)C(=O)OC)N[C@H](C)C1=C2N=C(C(=NC2=CC(=C1)C)C#N)N1CC2(CC2(F)F)C1